2-((2-(4,6-bis(2-((2-aminoethyl)thio)ethyl)-2,4,6-trimethyl-1,3,5,2,4,6-trioxatrisilinan-2-yl)ethyl)thio)ethane-1-sulfonic acid NCCSCC[Si]1(O[Si](O[Si](O1)(C)CCSCCN)(C)CCSCCS(=O)(=O)O)C